3-(2-fluorobenzyl)-2,9-dimethyl-4H,6H-thieno[2,3-e][1,2,4]triazolo[3,4-c][1,4]oxazepine FC1=C(CC2=C(SC=3N4C(COCC32)=NN=C4C)C)C=CC=C1